4-(3-(4-(((1r,3r)-3-(4-cyano-3-(trifluoromethyl)phenoxy)-2,2,4,4-tetramethylcyclobutyl)carbamoyl)phenyl)propyl)piperazin C(#N)C1=C(C=C(OC2C(C(C2(C)C)NC(=O)C2=CC=C(C=C2)CCCN2CCNCC2)(C)C)C=C1)C(F)(F)F